COCCOCOCCN(CCOCOCCOC)CCOCOCCOC tris{2-(2-methoxyethoxymethoxy)ethyl}Amine